FC1=C2C(C(N=C(C2=CC=C1)C=1C=NC2=C(C=CC=C2C1)F)(C)C)(C)C 3-(5-fluoro-3,3,4,4-tetramethyl-3,4-dihydroisoquinolin-1-yl)-8-fluoroquinoline